2-(4-methylpiperazin-1-yl)-N-(6-(2-methylthiazol-5-yl)isoquinolin-3-yl)acetamide CN1CCN(CC1)CC(=O)NC=1N=CC2=CC=C(C=C2C1)C1=CN=C(S1)C